N[C] Monoaminocarbon